4-(5-hydroxy-4-(4-(piperazin-1-ylmethyl)phenyl)-4H-1,2,4-triazol-3-yl)-6-isopropylbenzene OC=1N(C(=NN1)C1=CC=CC(=C1)C(C)C)C1=CC=C(C=C1)CN1CCNCC1